Z-ozone O=[O+][O-]